C(C1=CC=CC=C1)C=1C=NC(=NC1)C=1CCN(CC1)C=1C=NN2C1C=CC(=C2)C=2C=NN(C2)C 3-(4-(5-benzyl-pyrimidin-2-yl)-3,6-dihydropyridin-1(2H)-yl)-6-(1-methyl-1H-pyrazol-4-yl)pyrazolo[1,5-a]pyridine